3-(2,6-difluoro-4-(1,4-dioxa-8-azaspiro[4.5]dec-8-yl)phenyl)piperidine-2,6-dione FC1=C(C(=CC(=C1)N1CCC2(OCCO2)CC1)F)C1C(NC(CC1)=O)=O